1-Methyl-4-(4,4,5,5-tetramethyl-1,3,2-dioxaborolan-2-yl)-1,2,5,6-tetrahydro-pyridin-2-one CN1C(C=C(CC1)B1OC(C(O1)(C)C)(C)C)=O